(S)-N-Boc-3-iodo-O-ethyl-α-methyltyrosine ethyl ester C(C)OC([C@@](NC(=O)OC(C)(C)C)(CC1=CC(=C(C=C1)OCC)I)C)=O